ClC1=CC2=C(C=N1)C(=NN2)C2=COC=C2 6-chloro-3-(furan-3-yl)-1H-pyrazolo[4,3-c]pyridine